2-(6-(4-(4-(4-chloro-3-fluorophenyl)-7,7-dimethyl-4,5,6,7-tetrahydropyrazolo[1,5-a]pyrimidine-2-carbonyl)-3,3-dimethylpiperazin-1-yl)pyridin-3-yl)acetic acid ClC1=C(C=C(C=C1)N1C=2N(C(CC1)(C)C)N=C(C2)C(=O)N2C(CN(CC2)C2=CC=C(C=N2)CC(=O)O)(C)C)F